N-(6-ethyl-1-methylindazol-7-yl)-1-[4-(2-hydroxypropan-2-yl)pyridin-2-yl]pyrazole-4-sulfonamide C(C)C1=CC=C2C=NN(C2=C1NS(=O)(=O)C=1C=NN(C1)C1=NC=CC(=C1)C(C)(C)O)C